FC1(CC(NC1)C1=NC=C(C=C1)C(F)(F)F)F 4,4-difluoro-2-(5-(trifluoromethyl)pyridin-2-yl)pyrrolidin